C(C)(C)(C)OC(=O)N1CC2C(N3CCOC=4N=C5C=CC=CC5=C(C34)N2C(C1)COCC1=CC=C(C=C1)OC)=O (((4-methoxybenzyl)oxy)methyl)-5-oxo-1,2,4a,5,6,7-hexahydro-8-oxa-3,5a,9,13c-tetraazanaphtho[3,2,1-de]anthracene-3(4H)-carboxylic acid tert-butyl ester